(n-butyl)-triazine C(CCC)C1=NN=NC=C1